[O].[Ce].NC1=CC=C(OC2=CC=C(C=C2)C(C(F)(F)F)(C(F)(F)F)C2=CC=C(C=C2)OC2=CC=C(C=C2)N)C=C1 2,2-bis[4-(4-aminophenoxy)phenyl]hexafluoropropane cerium Oxygen